NC1=NC=NN2C1=C(C=C2Br)N2CC(CCC2)C2=CC=CC=1SC(=C(C12)OCCN(C)C)C(=O)N (1-(4-amino-7-bromopyrrolo[2,1-f][1,2,4]triazin-5-yl)piperidin-3-yl)-3-(2-(dimethylamino)ethoxy)benzo[b]thiophene-2-carboxamide